3-chloro-5-((4-chloro-phenylimino)methyl)-phenyl 4-methyl-benzoate CC1=CC=C(C(=O)OC2=CC(=CC(=C2)C=NC2=CC=C(C=C2)Cl)Cl)C=C1